2,2-dimethyl-N-((2s,4s)-2-methylpiperidin-4-yl)-3-((3-(trifluoromethoxy)pyridin-2-yl)oxy)propanamide CC(C(=O)N[C@@H]1C[C@@H](NCC1)C)(COC1=NC=CC=C1OC(F)(F)F)C